1-(3-hydroxybenzyl)-5-(methylcarbamoyl)-6-oxo-1,6-dihydropyridine-3-carboxylic acid OC=1C=C(CN2C=C(C=C(C2=O)C(NC)=O)C(=O)O)C=CC1